2,2-dimethyl-3,3-diphenyl-4,7,10,13,16-pentaoxa-3-silanonadecane CC(C)([Si](OCCOCCOCCOCCOCCC)(C1=CC=CC=C1)C1=CC=CC=C1)C